FC=1C(=NC=CC1C(C(=O)N1C2=NC(=C(C=C2CC[C@]12CNCC2)C2=NC=CC=N2)C)C)OC 2-(3-fluoro-2-methoxypyridin-4-yl)-1-[(2S)-7-methyl-6-(pyrimidin-2-yl)-3,4-dihydro-1H-spiro[1,8-naphthyridine-2,3'-pyrrolidin]-1-yl]propan-1-one